6-(2,4-dimethoxypyrimidin-5-yl)-8-[1-(trifluoromethyl)cyclopropyl]imidazo[1,2-b]pyridazine COC1=NC=C(C(=N1)OC)C=1C=C(C=2N(N1)C=CN2)C2(CC2)C(F)(F)F